Cl.F[C@H]1C(NC(C[C@H]1N(C=1SC=2N=C(N=CC2N1)C=1C=C(C=2N(C1)C=C(N2)C)C#N)C)(C)C)(C)C 6-(2-{[(3R,4R)-3-Fluoro-2,2,6,6-tetramethylpiperidin-4-yl](methyl)amino}[1,3]thiazolo[5,4-d]pyrimidin-5-yl)-2-methylimidazo[1,2-a]pyridin-8-carbonitril-Hydrochlorid